(3-((14-hydroxy-3,6,9,12-tetraoxatetradecyl)oxy)phenyl)-N-(5-methyl-4-(1-(2-methylbenzoyl)indol-5-yl)thiazol-2-yl)acetamide OCCOCCOCCOCCOCCOC=1C=C(C=CC1)CC(=O)NC=1SC(=C(N1)C=1C=C2C=CN(C2=CC1)C(C1=C(C=CC=C1)C)=O)C